methyl 1-(4-bromo-5-(isopropylthio)thiazol-2-yl)-3-methyl-1H-pyrazole-5-carboxylate BrC=1N=C(SC1SC(C)C)N1N=C(C=C1C(=O)OC)C